CC=CC1=CC=C(C=C1)CCC methyl-p-propylstyrene